NC=1NC(C=2N=C(N(C2N1)[C@@H]1O[C@@H]([C@@H]([C@H]1O)O)CO)Br)=O 2-amino-8-bromo-9-((2R,3R,4R,5R)-3,4-dihydroxy-5-(hydroxymethyl)tetrahydrofuran-2-yl)-1,9-dihydro-6H-purin-6-one